tert-butyl 6-chloro-3-(3-((6-fluoronaphthalen-1-yl)oxy)propyl)-1-(2-(2-oxopiperazin-1-yl)ethyl)-7-(1,3,5-trimethyl-1H-pyrazol-4-yl)-1H-indole-2-carboxylate ClC1=CC=C2C(=C(N(C2=C1C=1C(=NN(C1C)C)C)CCN1C(CNCC1)=O)C(=O)OC(C)(C)C)CCCOC1=CC=CC2=CC(=CC=C12)F